CC1(CC(CCC1)=O)C(=O)N methyl-3-oxocyclohexane-1-carboxamide